C1NCC2C1=CC(C2)N(C2=C1C(=NC(=C2C#N)[2H])NC=C1)C 4-[(hexahydrocyclopenta[c]pyrrol-5-yl)-methyl-amino]-1H-pyrrolo[2,3-b]pyridine-5-carbonitrile-6-d